2-(2-chloroacetylamino)benzoic acid ClCC(=O)NC1=C(C(=O)O)C=CC=C1